FC(CCC(=O)OC(C)(C)C)(COC1OCCCC1)F tert-butyl 4,4-difluoro-5-tetrahydropyran-2-yloxypentanoate